BrC=1NC=CN1 2-bromoimidazol